OC(C(C(=O)O)CC)O 2-(bis-hydroxymethyl)butyric acid